(2-Amino-5-(4'-chloro-1',2'-dihydrospiro[cyclopropane-1,3'-pyrrolo[2,3-b]pyridin]-5'-yl)phenyl)(7-azabicyclo[2.2.1]heptan-7-yl)methanone NC1=C(C=C(C=C1)C=1C(=C2C(=NC1)NCC21CC1)Cl)C(=O)N1C2CCC1CC2